1-methyl-4,4-bis(((9Z,12Z)-octadeca-9,12-dien-1-yl)oxy)piperidine CN1CCC(CC1)(OCCCCCCCC\C=C/C\C=C/CCCCC)OCCCCCCCC\C=C/C\C=C/CCCCC